C(#N)C1C2C3C4C=CC(C3C(C1)C2)C4 4-cyanotetracyclo[6.2.1.13,6.02,7]Dodec-9-ene